FC1=C(C(=O)N[C@@H](C(=O)N2CCC3(C(C(N(C3=O)C)=O)(C)C3=CC(=CC=C3)OC)CC2)C(C)C)C=C(C=C1)C(F)(F)F 2-fluoro-N-((2R)-1-(4-(3-methoxyphenyl)-2,4-dimethyl-1,3-dioxo-2,8-diazaspiro[4.5]decan-8-yl)-3-methyl-1-oxobutan-2-yl)-5-(trifluoromethyl)benzamide